CN(CCC[Li])C 3-(dimethylamino)propyl-lithium